N#[C-].CC=1C=C2C=CNC2=CC1 5-methyl-indole isonitrile